1,4-bis(3-oxetylmethyl)benzene O1CC(=C1)CC1=CC=C(C=C1)CC=1COC1